FC=1C=C2C=NN(C2=CC1C=1C=2C=NN(C2C=CC1)CC(=O)O)C {5'-fluoro-1'-methyl-[4,6'-biindazol]-1-yl}acetic acid